C(C)(C)(C)OC(N[C@@H](CC1=CC(=CC(=C1)F)F)C=1N=C(C2=CC=CC=C2C1Br)Br)=O (S)-(1-(1,4-dibromo-isoquinolin-3-yl)-2-(3,5-difluorophenyl)ethyl)carbamic acid tert-butyl ester